N-(5-bromo-8-(methylamino)pyrido[3,4-C]pyridazin-3-yl)cyclopropanecarboxamide BrC1=CN=C(C=2N=NC(=CC21)NC(=O)C2CC2)NC